C(C)(C)(C)OC(=O)N[C@H](CCC(=O)OC)CC(F)(F)F methyl (R)-4-((tertbutoxycarbonyl)amino)-6,6,6-trifluorohexanoate